COCCS(=O)(=NCC=1N=C2N(C=C(C=C2)C2=NOC(=N2)C(F)(F)F)C1)C (2-methoxyethyl)(methyl)(((6-(5-(trifluoromethyl)-1,2,4-oxadiazol-3-yl)imidazo[1,2-a]pyridin-2-yl)methyl)imino)-λ6-sulfanone